[N+](=O)([O-])C(C1=NN2N=NN3C(C2=N1)=NC(=N3)C([N+](=O)[O-])([N+](=O)[O-])[N+](=O)[O-])([N+](=O)[O-])[N+](=O)[O-] 2,9-bis(trinitromethyl)di(1,2,4)triazolo(1,5-d:5',1'-f)(1,2,3,4)tetrazine